C[C@@H]1CN(C[C@@H](C1)C)CC1=C2C(=NC(=C1)C(=O)O)C(=CN2)C 7-(((3S,5R)-3,5-dimethylpiperidin-1-yl)methyl)-3-methyl-1H-pyrrolo[3,2-b]pyridine-5-carboxylic acid